5-((2-ethynyl-5-isopropylpyridin-4-yl)oxy)-N4-methylpyrimidine-2,4-diamine C(#C)C1=NC=C(C(=C1)OC=1C(=NC(=NC1)N)NC)C(C)C